C(#N)C=1C=C(C=C(C1)F)[C@H]1N(OCC1)C(=O)[C@@H]1CC[C@H](CC1)CN1N=CC2=CC(=C(C=C12)C#N)F trans-1-((4-((S)-3-(3-cyano-5-fluorophenyl)isoxazolidine-2-carbonyl)cyclohexyl)methyl)-5-fluoro-1H-indazole-6-carbonitrile